2-benzyl-6-chloro-1,4-dihydro-2,7-naphthyridin-3(2H)-one C(C1=CC=CC=C1)N1CC2=CN=C(C=C2CC1=O)Cl